COCOC1=CC=C2CCC(C2=C1)=O 6-(methoxymethoxy)-2,3-dihydro-1H-inden-1-one